N6-(3-iodobenzyl)-N-methyl-5'-carbamoyladenosine CN(CC1=CC(=CC=C1)I)C2=NC=NC3=C2N=CN3[C@H]4[C@@H]([C@@H]([C@H](O4)C(C(=O)N)O)O)O